N1=CC(=CC=C1)CCN 2-(pyridin-3-yl)ethanamine